(2E,4E)-5-(2H-1,3-Benzodioxol-5-yl)-1-(piperidin-1-yl)penta-2,4-dien-1-one O1COC2=C1C=CC(=C2)/C=C/C=C/C(=O)N2CCCCC2